[5-(4-hexyloxy-1,2,5-thiadiazol-3-yl)-1-methyl-3,6-dihydro-2H-pyridin-1-ium-1-yl]methyl hexadecanoate chloride [Cl-].C(CCCCCCCCCCCCCCC)(=O)OC[N+]1(CCC=C(C1)C1=NSN=C1OCCCCCC)C